C(=C\CC)/B(O)O [(E)-but-1-enyl]boronic acid